3-[7-(aminocarbonyl)-5-fluoro-2H-indazol-2-yl]piperidine-1-carboxylic acid tert-butyl ester C(C)(C)(C)OC(=O)N1CC(CCC1)N1N=C2C(=CC(=CC2=C1)F)C(=O)N